CC1(C)C(C=C(C(=C1)C)C)C 1,2,4,5-Tetramethyltoluene